C(C)(C)(C)OC(=O)N1CC(CC1)C1=CC=2C(=NC=CC2NC=2C=CC3=C(N=CS3)C2)S1 3-(4-(benzo[d]thiazol-5-ylamino)thieno[2,3-b]pyridin-2-yl)pyrrolidine-1-carboxylic acid tert-butyl ester